C1(C=CCCC1)C(=O)OCC=C(C)C 1-(3-methylbutan-2-enyl) cyclohex-2-ene-1-carboxylate